ClC1=CC=C(C=C1)C(CC#N)(C)O 3-(4-chlorophenyl)-3-hydroxybutanenitrile